COC=1OC2=C(N1)C(=CC=C2)C 2-methoxy-4-methyl-1,3-benzoxazole